FC(C1=NN=C(O1)C1=CC(=C(CN(C(=O)C2(CCN(CC2)C2COC2)F)C2=CC=CC=C2)C=C1)F)F N-(4-(5-(difluoromethyl)-1,3,4-oxadiazol-2-yl)-2-fluorobenzyl)-4-fluoro-1-(oxetan-3-yl)-N-phenylpiperidine-4-carboxamide